(1-methyl-azetidin-3-yl)methanamine CN1CC(C1)CN